FC1=C(N=CC2=C1N=C(N=C2OCC(F)(F)F)OC[C@]21CCCN1C[C@@H](C2)F)C2=C(C(=CC1=CC=CC=C21)OC)C 8-fluoro-2-(((2R,7aS)-2-fluorohexahydro-1H-pyrrolizin-7a-yl)methoxy)-7-(3-methoxy-2-methylnaphthalen-1-yl)-4-(2,2,2-trifluoroethoxy)pyrido[4,3-d]pyrimidine